C(C)N1C(N(C(=C1)C#N)C)C#N 1-ethyl-3-methyl-imidazoledinitrile